C1(=CC=CC=C1)SC1=C(C2=CC=CC=C2C(=C1)O)OC(C(=C)C)=O 2-phenylthio-4-hydroxy-1-methacryloyloxynaphthalene